3,5-dimethoxy-2-[(3''R-4''R)-p-menthenyl]Trans-stilbene COC=1C(=C(C=C(C1)OC)\C=C\C1=CC=CC=C1)C1C=C(CCC1C(C)C)C